C1(CC1)C1=NN2C(N(C([C@H](CC2)NC(=O)C2=NN(C=N2)CC2(CC2)C)=O)C)=C1 (S)-N-(2-cyclopropyl-4-methyl-5-oxo-5,6,7,8-tetrahydro-4H-pyrazolo[1,5-a][1,3]diazepin-6-yl)-1-((1-methylcyclopropyl)methyl)-1H-1,2,4-triazole-3-carboxamide